6-(2-hydroxypropan-2-yl)-2,3-dihydro-1H-isoindol OC(C)(C)C1=CC=C2CNCC2=C1